tert-butyl ((3',5'-dichloro-5-hydroxy-[1,1'-biphenyl]-3-yl)methyl)(2-methoxyethyl)carbamate ClC=1C=C(C=C(C1)Cl)C1=CC(=CC(=C1)O)CN(C(OC(C)(C)C)=O)CCOC